C[SiH](C1=CC=C(C=C1)[SiH](C)C)C 1,4-Bis(dimethylsilyl)benzol